5-(4-(5-(trifluoromethyl)pyrimidin-2-yl)piperazine-1-carbonyl)pyrrole-2-carbaldehyde FC(C=1C=NC(=NC1)N1CCN(CC1)C(=O)C1=CC=C(N1)C=O)(F)F